4-[4-(trifluoromethyl)pyridin-2-yl]piperazine FC(C1=CC(=NC=C1)N1CCNCC1)(F)F